6-chloroaniline ClC1=CC=CC=C1N